CC1=CC(C(=NN1)C(=O)OC)=O Methyl 6-methyl-4-oxo-1,4-dihydropyridazine-3-carboxylate